ClC=1C(=C(C=CC1Cl)NC1=NC=NC2=CC(=C(C=C12)OC1CN(CCC1)C(C=C)=O)OC)F 1-(3-((4-((3,4-dichloro-2-fluorophenyl)amino)-7-methoxyquinazolin-6-yl)oxy)piperidin-1-yl)prop-2-en-1-one